2-(1-(p-tolyl)-1H-pyrazol-3-yl)-N-(5-(trifluoromethyl)thiazol-2-yl)acetamide C1(=CC=C(C=C1)N1N=C(C=C1)CC(=O)NC=1SC(=CN1)C(F)(F)F)C